CC1=NOC(=C1C=1C=C2C(=NC1)N(C=C2C2=C(C=C(C(=O)O)C=C2)OCC(F)(F)F)C2=CC=CC=C2)C 4-(5-(3,5-dimethylisoxazol-4-yl)-1-phenyl-1H-pyrrolo[2,3-b]pyridin-3-yl)-3-(2,2,2-trifluoroethoxy)benzoic acid